6-Chloro-2-(methoxymethyl)pyrido[3,2-d]pyrimidin-4-amine ClC=1C=CC=2N=C(N=C(C2N1)N)COC